NCCCCCC(=O)N(CC1=CC=C(C=C1)Br)CCCC[C@@H](C(=O)O)NC(=O)N[C@@H](CCC(=O)O)C(=O)O (((S)-5-(6-Amino-N-(4-bromobenzyl)hexanamido)-1-carboxypentyl)carbamoyl)-L-glutamic acid